C(C)(C)(C)C1=CC(=CO1)NC(NC1=CC=C(C=C1)B(O)O)=O (4-(3-(5-(tert-butyl)furan-3-yl)ureido)phenyl)boronic acid